6-benzyl-5H-[1,3]dioxolo[4,5-g]indeno[1,2-c]isoquinoline-5,11(6H)-dione C(C1=CC=CC=C1)N1C(C=2C=C3C(=CC2C2=C1C=1C=CC=CC1C2=O)OCO3)=O